[1-amino-2-(2,6-difluorophenyl)-2-methylpropylidene]amino 4,6-dimethoxypyrimidine-2-carboxylate COC1=NC(=NC(=C1)OC)C(=O)ON=C(C(C)(C)C1=C(C=CC=C1F)F)N